OC1(CCC(CC1)C(=O)N)C1N2C(C3=CC=CC=C13)=CN=C2 4-Hydroxy-4-(5H-imidazo[5,1-a]isoindol-5-yl)cyclohexan-1-carboxamid